ClC=1C(=CC=2N=CN=C(C2N1)C=1C(=NN(C1)CC)C1=CC=CC=C1)OC 6-chloro-4-(1-ethyl-3-phenyl-1H-pyrazol-4-yl)-7-methoxypyrido[3,2-d]pyrimidine